3-[4-(trifluoromethyl)phenyl]azetidine-3-ol 2,2,2-trifluoroacetate FC(C(=O)O)(F)F.FC(C1=CC=C(C=C1)C1(CNC1)O)(F)F